N-(2-methoxybenzyl)-3-methyl-6-(piperidin-3-ylthio)imidazo[1,2-b]pyridazin-8-amine hydrochloride Cl.COC1=C(CNC=2C=3N(N=C(C2)SC2CNCCC2)C(=CN3)C)C=CC=C1